N1(CCOCC1)C(=O)C1CN(CC(C1)C1=CC=CC=C1)S(=O)(=O)C1=CC=C(S1)C(=O)OC Methyl 5-((3-(morpholine-4-carbonyl)-5-phenylpiperidin-1-yl)sulfonyl)thiophene-2-carboxylate